4-(4-(1-(3-fluorobenzoyl)azetidine-3-carbonyl)-3,4-dihydro-2H-pyrido[4,3-b][1,4]oxazin-8-yl)-benzonitrile FC=1C=C(C(=O)N2CC(C2)C(=O)N2C3=C(OCC2)C(=CN=C3)C3=CC=C(C#N)C=C3)C=CC1